2-[[2-(2-methoxyphenyl)-4-pyrimidinyl]methoxy]phenylpropionic acid COC1=C(C=CC=C1)C1=NC=CC(=N1)COC1=C(C=CC=C1)C(C(=O)O)C